C(C)(C)(C)OC(=O)N1[C@@H](CCC1)C(=O)O (tert-butoxycarbonyl)-L-proline